N-[5-(5-Cyclopropyl-4H-1,2,4-triazol-3-yl)-4-fluoro-2-methylphenyl]-6-(4-fluorophenyl)pyrazolo[1,5-a]pyridine-3-carboxamide C1(CC1)C=1NC(=NN1)C=1C(=CC(=C(C1)NC(=O)C=1C=NN2C1C=CC(=C2)C2=CC=C(C=C2)F)C)F